NC1=CC=C(C=C1)N1C(=NC2=CC(=C(C=C2C1=O)F)F)C 3-(4-aminophenyl)-6,7-difluoro-2-methylquinazolin-4(3H)-one